COC(=O)C1(N(C(C=C1C1=CC=CC=C1)C1=CC=CC=C1)C1=CC=CC=C1)C1=CC=CC=C1 1,2,3,5-tetraphenyl-2,5-dihydro-1H-pyrrole-2-carboxylic acid methyl ester